Nε-azido-D-lysine hydrochloride Cl.N(=[N+]=[N-])NCCCC[C@@H](N)C(=O)O